C(C)(C)(C)OC(=O)N1CC2(CC(C2)C=2C=CC=C3C=NC(=NC23)NC2CCN(CC2)S(=O)(=O)C)C(C1)(F)F Tert-butyl-8,8-difluoro-2-(2-((1-(methylsulfonyl)piperidin-4-yl)amino)quinazolin-8-yl)-6-azaspiro[3.4]octane-6-carboxylate